[(hexyl)oxy]-phenol C(CCCCC)OC1=C(C=CC=C1)O